1-(6-Butyl-3-(4-fluoro-3-methoxyphenyl)pyrazin-2-yl)piperidine-4-carboxylic acid C(CCC)C1=CN=C(C(=N1)N1CCC(CC1)C(=O)O)C1=CC(=C(C=C1)F)OC